(R)-4-(6-(2-fluoropyridin-3-yl)-2-(1H-indol-4-yl)pyrido[3,2-d]pyrimidin-4-yl)-3-methylmorpholine FC1=NC=CC=C1C=1C=CC=2N=C(N=C(C2N1)N1[C@@H](COCC1)C)C1=C2C=CNC2=CC=C1